1-butyl-3-methylpyridinium bis(trifluoromethylsulfonyl)imide [N-](S(=O)(=O)C(F)(F)F)S(=O)(=O)C(F)(F)F.C(CCC)[N+]1=CC(=CC=C1)C